(5-cyano-2-fluorophenyl)boronic acid C(#N)C=1C=CC(=C(C1)B(O)O)F